(1S,2R)-2-aminocyclobutan-1-ol hydrochloride Cl.N[C@H]1[C@H](CC1)O